tert-Butyl 3-(5-(3-hydroxy-3-(trifluoromethyl)azetidine-1-carbonyl)-7-(thiazol-2-yl)-4-(trifluoromethoxy)benzo[d]oxazol-2-yl)-3,8-diazabicyclo[3.2.1]octane-8-carboxylate OC1(CN(C1)C(=O)C=1C=C(C2=C(N=C(O2)N2CC3CCC(C2)N3C(=O)OC(C)(C)C)C1OC(F)(F)F)C=1SC=CN1)C(F)(F)F